Cl.C(C1=CC=CC=C1)OC(=O)N1CCN(CC1)C(=O)C1=CC2=C(OC[C@@H](C(N2C)=O)N)C=C1 (S)-4-(3-amino-5-methyl-4-oxo-2,3,4,5-tetrahydrobenzo[b][1,4]oxazepin-7-carbonyl)piperazine-1-carboxylic acid benzyl ester hydrochloride